NC=1C=C(OC2=CC(=C(C=C2)C(F)(F)F)OC2=CC(=CC=C2)N)C=CC1 1,3-bis(3-aminophenoxy)-4-trifluoromethylbenzene